C(C)(=O)C1=CC=C(OCCCCC(=O)NC2=C(C(=O)NC3=CC=C(C(=O)O)C=C3)C=CC=C2)C=C1 4-(2-(5-(4-Acetylphenoxy)pentanoylamino)benzoylamino)benzoic acid